2-(2-chloro-5-(2-hydroxypropan-2-yl)-8-oxothieno[2',3':4,5]pyrrolo[1,2-d][1,2,4]triazin-7(8H)-yl)-N-((1r,3r)-3-hydroxy-3-methylcyclobutyl)acetamide ClC1=CC2=C(C=C3N2C(=NN(C3=O)CC(=O)NC3CC(C3)(C)O)C(C)(C)O)S1